COC(=O)C=1C(OC2=C(C=CC=C2C1C(C)C)Br)=O 8-Bromo-4-isopropyl-2-oxo-2H-chromene-3-carboxylic acid methyl ester